Cl.BrC=1C=C(C=C(C1)CNCCCNCCCNCC(C)C)CNCCCNCCCNCC(C)C N1,N1'-((5-bromo-1,3-phenylene)bis(methylene))bis(N3-(3-(isobutylamino)propyl)propane-1,3-diamine), hydrochloride salt